2-amino-2-(2-fluoro-4-(trifluoromethyl)phenyl)acetic acid NC(C(=O)O)C1=C(C=C(C=C1)C(F)(F)F)F